C(CCCCCCCCCCCCCCCCCCCCC)C1=C(C2=CC3=CC4=CC=CC=C4C=C3C=C2C=C1)CO behenyl-naphthacenemethanol